C(C)(CC)C1=C(C=C(C=O)C=C1)F 4-(sec-butyl)-3-fluorobenzaldehyde